N-(3-((2,6-difluorophenyl)sulfonamido)-4-hydroxyphenyl)-[1,1'-biphenyl]-4-carboxamide FC1=C(C(=CC=C1)F)S(=O)(=O)NC=1C=C(C=CC1O)NC(=O)C1=CC=C(C=C1)C1=CC=CC=C1